hydratropaldehyde DIMETHYL ACETAL COC(C(C)C1=CC=CC=C1)OC